N-[(1R)-1-[3-[2-(Hydroxymethyl)phenyl]phenyl]ethyl]-2-methyl-5-(4-methylpiperazin-1-yl)benzamide OCC1=C(C=CC=C1)C=1C=C(C=CC1)[C@@H](C)NC(C1=C(C=CC(=C1)N1CCN(CC1)C)C)=O